Ditridecyltrimethylammonium chloride [Cl-].C(CCCCCCCCCCCC)C([NH+](C)C)CCCCCCCCCCCCC